5-amino-1,4-Diphenyl-1,2,3-triazole NC1=C(N=NN1C1=CC=CC=C1)C1=CC=CC=C1